3-[(3R)-3-[[4-(oxetan-3-yloxy)-5-(trifluoromethyl)pyrimidin-2-yl]amino]-1-piperidyl]-[1,2,4]triazolo[4,3-a]pyridine-7-carbonitrile O1CC(C1)OC1=NC(=NC=C1C(F)(F)F)N[C@H]1CN(CCC1)C1=NN=C2N1C=CC(=C2)C#N